nickel iron (hydroxy) oxide OOO.[Fe].[Ni]